C1(=CC=CC=C1)C=1C(=C(N(C1)C)C)C(=O)N(C=1C=C2C=NN(C2=CC1)C1OCCCC1)CC1=C(C=CC=C1)OC phenyl-N-(2-methoxybenzyl)-1,2-dimethyl-N-(1-(tetrahydro-2H-pyran-2-yl)-1H-indazol-5-yl)-1H-pyrrole-3-carboxamide